C(C)(C)(C)OC(=O)N1C(C2(C1)CNC2)CC2=C(C(=NC=C2)Br)F ((2-bromo-3-fluoropyridin-4-yl)methyl)-2,6-diazaspiro[3.3]heptane-2-carboxylic acid tert-butyl ester